3-fluoropyrazolo[1,5-a]pyridin FC=1C=NN2C1C=CC=C2